(R)-N'-((8-chloro-1,2,3,5,6,7-hexahydro-s-indacen-4-yl)carbamoyl)-2-(2-hydroxypropan-2-yl)thiazole-5-sulfonimidamide ClC=1C=2CCCC2C(=C2CCCC12)NC(=O)N=[S@](=O)(N)C1=CN=C(S1)C(C)(C)O